2-Amino-7-fluoro-3-isopropylquinoline-6-carboxylic acid NC1=NC2=CC(=C(C=C2C=C1C(C)C)C(=O)O)F